2-(1-(fluoromethyl)-2-oxabicyclo[2.1.1]hexan-4-yl)-6-isopropoxy-2H-indazole FCC12OCC(C1)(C2)N2N=C1C=C(C=CC1=C2)OC(C)C